n-nonenoic acid C(C=CCCCCCC)(=O)O